imidazo[1,2-d]pyrido[3,2-b][1,4]oxazepin-7(6H)-one N1=CC=CC=2OCC(C=3N(C21)C=CN3)=O